FC(C1=CC=C(C=C1)C(CCCCCOB([O-])[O-])(C1=CC=C(C=C1)C(F)(F)F)C1=CC=C(C=C1)C(F)(F)F)(F)F tris(4-trifluoromethylphenyl)hexylborate